2-[5-(4-{2-methyl-hexahydro-2H-pyrrolo[2,3-c]pyrrole-1-carbonyl}-4-phenylpiperidin-1-yl)pyridazin-3-yl]phenol CC1CC2C(CNC2)N1C(=O)C1(CCN(CC1)C=1C=C(N=NC1)C1=C(C=CC=C1)O)C1=CC=CC=C1